O1CC(C1)N1CCNCC1 (E)-4-(oxetan-3-yl)piperazine